C(C)(C)(C)OC(=O)N1CC2=CC(=CC=C2C(C1)(C)C)CO 7-(hydroxymethyl)-4,4-dimethyl-1,3-dihydroisoquinoline-2-carboxylic acid tert-butyl ester